O=C1C=CC(=CN1CC1=CC=C(C=C1)CN1C(C=CC=C1)=O)C(=O)N 6-oxo-1-({4-[(2-oxopyridin-1-yl)methyl]phenyl}methyl)pyridine-3-carboxamide